CN(C)C[C@@H]1N(CCC1)C1=C(C=NC=2NC3=C(C=C(C(=C3C21)F)F)NC)C=2C=C1C(C(=CN(C1=NC2)C)C(=O)O)=O 6-[4-[(2R)-2-[(dimethylamino)methyl]pyrrolidin-1-yl]-5,6-difluoro-8-(methylamino)-9H-pyrido[2,3-b]indol-3-yl]-1-methyl-4-oxo-1,8-naphthyridine-3-carboxylic acid